(2r,5s)-5-[2-(4-chloro-3-fluorophenoxy)acetamido]-2-({[4-(trifluoromethyl)pyridin-2-yl]methyl}carbamoyl)piperidine-1-carboxylic acid tert-butyl ester C(C)(C)(C)OC(=O)N1[C@H](CC[C@@H](C1)NC(COC1=CC(=C(C=C1)Cl)F)=O)C(NCC1=NC=CC(=C1)C(F)(F)F)=O